(2S)-2-amino-N-(4-phenyl-1,3-thiazol-2-yl)-4-(prop-2-en-1-yloxy)butanamide N[C@H](C(=O)NC=1SC=C(N1)C1=CC=CC=C1)CCOCC=C